4-(8-(2,3-Dichlorophenyl)-7-fluoro-3-nitroquinolin-4-yl)morpholine ClC1=C(C=CC=C1Cl)C=1C(=CC=C2C(=C(C=NC12)[N+](=O)[O-])N1CCOCC1)F